C(C)(C)(C)OC(=O)N1C(CCCC1)C1(C(=O)O)CC=CC=C1 1-((tert-Butoxycarbonyl)piperidin-2-yl)benzoic acid